C(C)(C)(C)OC(=O)N1[C@@H](C=CC1)C(NC1=C(C(=C(C=C1)F)Cl)F)=O (S)-2-((3-chloro-2,4-difluorophenyl)carbamoyl)-2,5-dihydro-1H-pyrrole-1-carboxylic acid tert-butyl ester